water (ethyl acetate) C(C)CC(=O)O.O